[3,3,3-Trifluoropropionic acid] FC(CC(=O)O)(F)F